1,4-bis{4-(oxiranylmethoxy)phenyl}cyclohexane O1C(C1)COC1=CC=C(C=C1)C1CCC(CC1)C1=CC=C(C=C1)OCC1OC1